N-[5-tert-butyl-4-chloro-6-(2-isopentylphenyl)pyrimidin-2-yl]-1-methyl-pyrazole-4-sulfonamide C(C)(C)(C)C=1C(=NC(=NC1C1=C(C=CC=C1)CCC(C)C)NS(=O)(=O)C=1C=NN(C1)C)Cl